3-(((6-fluoro-2-(trifluoromethyl)quinolin-4-yl)amino)methyl)-3-(4-fluorophenyl)azetidine-1-sulfonamide FC=1C=C2C(=CC(=NC2=CC1)C(F)(F)F)NCC1(CN(C1)S(=O)(=O)N)C1=CC=C(C=C1)F